C1(=CC=CC=C1)P(C1=C(C2=C(OCO2)C=C1)C1=C(C=CC=2OCOC21)P(C2=CC=CC=C2)C2=CC=CC=C2)C2=CC=CC=C2 (S)-(-)-5,5'-bis(diphenyl-phosphino)-4,4'-bi-1,3-benzodioxole